3-Cyclopropyl-1-[2-{(2E)-2-[(3-methylphenyl)methylidene]hydrazinyl}-4-(morpholin-4-yl)-5,7-dihydro-6H-pyrrolo[3,4-d]pyrimidin-6-yl]prop-2-yn-1-one C1(CC1)C#CC(=O)N1CC=2N=C(N=C(C2C1)N1CCOCC1)N/N=C/C1=CC(=CC=C1)C